C(C)(=O)[O-].[K+].N1(CCCC1)CCC=1SC2=C(N1)C=C(C=C2)B2OC(C(O2)(C)C)(C)C 2-(2-(pyrrolidin-1-yl)ethyl)-5-(4,4,5,5-tetramethyl-1,3,2-dioxaborolan-2-yl)benzo[d]thiazole Potassium acetate